C1=CC=CC=2C3=CC=CC=C3C(C12)COC(=O)N[C@H](C(=O)O)CCCCN1CCCCC1 (S)-2-((((9H-fluoren-9-yl)methoxy)carbonyl)amino)-6-(piperidin-1-yl)hexanoic acid